COC1=CC(=CC=2C=C(SC21)C2=CN(C=1N=CN=CC12)[C@H]1CNCC1)C (R)-5-(7-methoxy-5-methylbenzothiophen-2-yl)-7-(pyrrolidin-3-yl)-7H-pyrrolo[2,3-d]pyrimidin